2-(4-cyano-2-methoxyphenoxy)-5-(1,3-dimethyl-1H-pyrazol-4-yl)-4-methyl-N-(3-(S-methylamino-sulfinyl)phenyl)nicotinamide C(#N)C1=CC(=C(OC2=C(C(=O)NC3=CC(=CC=C3)S(=O)NC)C(=C(C=N2)C=2C(=NN(C2)C)C)C)C=C1)OC